Dihydro-1',3',3'-trimethyl-6-nitrospiro[2H-1-benzopyran-2,2'-(2H)-indole] CN1C2(C(C3CC=CC=C13)(C)C)OC1=C(C=C2)C=C(C=C1)[N+](=O)[O-]